tert-butyl 7-(tosyloxy)-2-azaspiro[3.5]nonane-2-carboxylate S(=O)(=O)(C1=CC=C(C)C=C1)OC1CCC2(CN(C2)C(=O)OC(C)(C)C)CC1